FC(C1=CC2=C(C(=NC3=C(O2)C=CC=C3)N3CCNCC3)C=C1)F 3-(difluoromethyl)-11-(piperazin-1-yl)dibenzo[b,f][1,4]oxazepine